ethyl 4-(3-(4-((5-chloro-3-fluoropyridin-2-yl) oxy) phenyl)-2-oxopyridin-1(2H)-yl)-3-oxobutyrate ClC=1C=C(C(=NC1)OC1=CC=C(C=C1)C=1C(N(C=CC1)CC(CC(=O)OCC)=O)=O)F